ClC1=C(C(=CC(=C1)C#N)Cl)NC=1N(C2=NC(=NC=C2N1)N[C@H]1[C@@H](COCC1)C)C1CCC(CC1)C(=O)N (1S,4s)-4-(8-(2,6-dichloro-4-cyanophenylamino)-2-((3S,4R)-3-methyltetrahydro-2H-pyran-4-ylamino)-9H-purin-9-yl)cyclohexanecarboxamide